7-chloro-2H-benzo[e][1,2,4]thiadiazin-3(4H)-one 1,1-dioxide ClC1=CC2=C(NC(NS2(=O)=O)=O)C=C1